C1(CC1)C=1C=C(CNCCC2(CCOC3(CCCC3)C2)C2=NC=CC=C2)C=CC1 N-(3-cyclopropylbenzyl)-2-(9-(pyridin-2-yl)-6-oxaspiro[4.5]decan-9-yl)ethylamine